CC=1C(=C(C=O)C=CC1)[N+](=O)[O-] 3-METHYL-2-NITROBENZALDEHYDE